5-isopropyl-2-chloro-phenyl-boronic acid C(C)(C)C=1C=CC(=C(C1)B(O)O)Cl